BrCCCOC=1C(=C(C=CC1)C1=C(C(=CC=C1)OCCCBr)C)C 3,3'-bis(3-bromopropoxy)-2,2'-dimethyl-1,1'-biphenyl